7-(2,8-dimethylimidazo[1,2-b]pyridazin-6-yl)-2-[(8aS)-3,4,6,7,8,8a-hexahydro-1H-pyrrolo[1,2-a]pyrazin-2-yl]thiazolo[3,2-a]pyrimidin-5-one CC=1N=C2N(N=C(C=C2C)C=2N=C3N(C(C2)=O)C=C(S3)N3C[C@H]2N(CC3)CCC2)C1